BrC1=CC(=C(C(=O)OC)C(=C1)F)CBr methyl 4-bromo-2-(bromomethyl)-6-fluorobenzoate